S1C=CC=2C=NC=C(C21)C(=O)N thieno[3,2-c]pyridine-7-carboxamide